N=1N=NC(C1)=O [1,2,3]Triazole-4-one